O1CC(CC1)=CC(=O)O 2-(OXOLAN-3-YLIDENE)ACETIC ACID